C(#C)C1CC(CCC1)NC(OC(C)(C)C)=O tert-butyl N-(3-ethynylcyclohexyl)carbamate